N-((S)-1-(((S)-1-(((S)-1-((2-aminoethyl)amino)-1-oxopropan-2-yl)amino)-1-oxopropan-2-yl)amino)-1-oxopropan-2-yl)-6-(2,5-dioxo-2,5-dihydro-1H-pyrrol-1-yl)hexanamide NCCNC([C@H](C)NC([C@H](C)NC([C@H](C)NC(CCCCCN1C(C=CC1=O)=O)=O)=O)=O)=O